FC1=C(C(=O)[O-])C=CC(=C1Br)F 2,4-difluoro-3-bromobenzoate